1-(5-methoxybenzo[d]isoxazol-3-yl)ethane-1-sulphonamide COC=1C=CC2=C(C(=NO2)C(C)S(=O)(=O)N)C1